Nα-tert-butoxycarbonyl-L-histidine tert-butyl ester C(C)(C)(C)OC([C@@H](NC(=O)OC(C)(C)C)CC1=CNC=N1)=O